tert-Butyl N-[4-(4-nitrophenyl)-1-oxo-1,4-thiazinan-1-ylidene]carbamate [N+](=O)([O-])C1=CC=C(C=C1)N1CCS(CC1)(=O)=NC(OC(C)(C)C)=O